1,2-benzenedicarbothioic acid, S,S-diethyl ester C=1(C(=CC=CC1)C(SCC)=O)C(SCC)=O